C[C@@H]1C[C@@H](CNC1)NC1=NC=C(C=N1)C(F)(F)F N-((3S,5R)-5-Methylpiperidin-3-yl)-5-(trifluoromethyl)pyrimidin-2-amine